2-amino-9-chloro-3-(4-(dimethylamino)phenyl)-10H-chromeno[3,2-b]pyridin-10-one NC1=C(C=C2C(=N1)C(C=1C(=CC=CC1O2)Cl)=O)C2=CC=C(C=C2)N(C)C